OC1=CC=C(C(=O)OC2=C(C=CC=C2)OC(C2=CC=C(C=C2)O)=O)C=C1 3-phenylene bis(4-hydroxybenzoate)